C[C@H](C#C)O (2R)-but-3-yn-2-ol